thieno[3,4-d]-1,2,3-thiadiazole S1N=NC=2C1=CSC2